(-)-(5-{[2-(4-chlorophenyl)imidazo[1,2-a]pyridin-3-yl]methyl}-2,5-diazabicyclo[2.2.2]oct-2-yl)-(2-fluorophenyl)methanone ClC1=CC=C(C=C1)C=1N=C2N(C=CC=C2)C1CN1C2CN(C(C1)CC2)C(=O)C2=C(C=CC=C2)F